NCC1=CC(=NC=C1)C1C(NC(CC1)=O)=O 3-(4-(Aminomethyl)pyridin-2-yl)piperidine-2,6-dione